3-(methacryloxy)propyl-trichlorosilane C(C(=C)C)(=O)OCCC[Si](Cl)(Cl)Cl